[Al].[SiH4] silane compound with aluminum